tert-butyl (2R,6S)-4-[8-[(7-fluoro-2-methyl-indazol-5-yl)carbamoyl]-2-(2-morpholinoethoxy)quinazolin-5-yl]-2,6-dimethyl-piperazine-1-carboxylate FC1=CC(=CC2=CN(N=C12)C)NC(=O)C=1C=CC(=C2C=NC(=NC12)OCCN1CCOCC1)N1C[C@H](N([C@H](C1)C)C(=O)OC(C)(C)C)C